C(=O)C1=CC(=C2CN(C(C2=C1)=O)C=1C=C(C=CC1)C1=C(C=C(C=C1)C#N)C1=NN=CN1C)C(F)(F)F 3'-(6-Formyl-1-oxo-4-(trifluoromethyl)isoindolin-2-yl)-2-(4-methyl-4H-1,2,4-triazol-3-yl)-[1,1'-biphenyl]-4-carbonitrile